3-((4-(8-chloro-7-((2-methyl-1H-benzo[d]imidazol-6-yl)oxy)quinoxalin-2-yl)-1H-pyrazol-1-yl)methyl)-1-methylcyclobutanol ClC=1C(=CC=C2N=CC(=NC12)C=1C=NN(C1)CC1CC(C1)(O)C)OC=1C=CC2=C(NC(=N2)C)C1